O=C1NC2=CC(=CC=C2C=C1)C=O 2-OXO-1,2-DIHYDROQUINOLINE-7-CARBALDEHYDE